(3S)-N-[4-methyl-3-[2-(morpholin-4-yl)-6-[1-[(trimethylsilyl)methyl]-1,2,3-triazol-4-yl]pyridin-4-yl]phenyl]-3-(2,2,2-trifluoroethyl)pyrrolidine-1-carboxamide CC1=C(C=C(C=C1)NC(=O)N1C[C@@H](CC1)CC(F)(F)F)C1=CC(=NC(=C1)C=1N=NN(C1)C[Si](C)(C)C)N1CCOCC1